[F-].C(CCCCCC)[NH+]1CCC(CC1)CCC 1-Heptyl-4-propylpiperidinium fluorid